CS(=O)(=O)OCCN(C)C(=O)OC(C)(C)C 2-((tert-butoxycarbonyl)(methyl) amino)ethyl methanesulfonate